COCC=1C(=NN2C1CNCCC2)C(=O)N(C)C 3-(methoxymethyl)-N,N-dimethyl-5,6,7,8-tetrahydro-4H-pyrazolo[1,5-a][1,4]diazepine-2-carboxamide